CCCCCCCCCCCCCCCCCC(=O)O[C@H](COC(=O)CCC/C=C\C/C=C\C/C=C\C/C=C\C/C=C\CC)COP(=O)(O)OC[C@H](CO)O 1-(5Z,8Z,11Z,14Z,17Z-eicosapentaenoyl)-2-octadecanoyl-glycero-3-phospho-(1'-sn-glycerol)